CC1=C(C=C(C(N1C1=CC=CC=C1)=O)C(=O)OCC)B1OC(C(O1)(C)C)(C)C Ethyl 6-methyl-2-oxo-1-phenyl-5-(4,4,5,5-tetramethyl-1,3,2-dioxaborolan-2-yl)-1,2-dihydropyridine-3-carboxylate